FC(N1N=C(C=C1)[C@@H](C)N)F (1R)-1-[1-(difluoromethyl)pyrazol-3-yl]ethylamine